C(CN(CC(C)O)CC(C)O)N(CC(C)O)CC(C)O 1,1',1'',1'''-ethylenedinitrilotetra-2-propanol